N1=NSC2=CC=CC=C12 thiaindazole